(E)-4-(2-tolyl)-2-[1-cyclopropyl-2-(2-carboxy-4-fluorobenzylidene)hydrazino]thiazole C1(=C(C=CC=C1)C=1N=C(SC1)N(/N=C/C1=C(C=C(C=C1)F)C(=O)O)C1CC1)C